FC1=C(OC2=C(C=C(C=C2)NS(=O)(=O)C)C2=CN(C(C(=C2C)C)=O)C)C=CC(=C1)F N-[4-(2,4-difluorophenoxy)-3-(1,4,5-trimethyl-6-oxopyridin-3-yl)phenyl]methanesulfonamide